C(C(=C)C)(=O)OCBr 1-bromomethyl methacrylate